N,N-dimethylaminosulfonyl-ethyl chloride CN(C)S(=O)(=O)CCCl